Ethylen-bis-(tetrabromophthalimid) C(CC1=C2C(C(=O)N(C2=O)Br)=C(C(=C1Br)Br)Br)C1=C2C(C(=O)N(C2=O)Br)=C(C(=C1Br)Br)Br